ClC=1C(=C2C=C(C(OC2=CC1C)C(F)(F)F)C(=O)O)C 6-chloro-5,7-dimethyl-2-trifluoromethyl-2H-chromene-3-carboxylic acid